6-chloro-2,3-dimethyl-8-[4-(trifluoromethyl)cyclohexen-1-yl]pyrido[3,4-d]pyrimidin-4-one ClC1=CC2=C(N=C(N(C2=O)C)C)C(=N1)C1=CCC(CC1)C(F)(F)F